2-(3-fluoro-5-(morpholinomethyl)phenyl)-N4-isopropyl-5-(trifluoromethyl)pyrimidine-2,4-diamine FC=1C=C(C=C(C1)CN1CCOCC1)C1(NC=C(C(=N1)NC(C)C)C(F)(F)F)N